C(C)(C)(C)NC(C(CCCCCCCCCCCCCCC)N)=NCCCCCCCCCCCCCC N-tert-butyl-N'-tetradecyl-3-tetradecyl-aminopropan-amidine